phenanthrenyl[(naphthyl)phenyl]binaphthalene C1(=CC=CC=2C3=CC=CC=C3C=CC12)C=1C(=C(C2=CC=CC=C2C1)C1=CC=CC2=CC=CC=C12)C1=C(C=CC=C1)C1=CC=CC2=CC=CC=C12